1,5-Diphenyl-carbazide C1(=CC=CC=C1)NNC(=O)NNC1=CC=CC=C1